C1(CC1)C1=NN(C=N1)C1CC2(CN(C2)C(=O)N2CC3(C2)CC(C3)OC=3C=NN(C3C(F)(F)F)C)C1 [6-(3-cyclopropyl-1,2,4-triazol-1-yl)-2-azaspiro[3.3]heptan-2-yl]-[6-[1-methyl-5-(trifluoromethyl)pyrazol-4-yl]oxy-2-azaspiro[3.3]heptan-2-yl]methanone